N1=CC=C(C=C1)C(=O)N azabenzene-4-carboxamide